S(=O)(=O)([O-])[O-].[K+].[K+] KALIUM SULFAT